5-(3-methoxyphenyl)-2-methylpentane-2,4-dien-1-ol COC=1C=C(C=CC1)C=CC=C(CO)C